7-fluoro-1-((2-(trimethylsilyl)ethoxy)methyl)-1H-benzo[d]imidazole-5-carbaldehyde FC1=CC(=CC2=C1N(C=N2)COCC[Si](C)(C)C)C=O